FC1=C(C=C(C(=C1)C)C1=CC(=NC(=C1)N1CCOCC1)OCCO)NC(=O)N1C[C@]2(C[C@H]2C1)C(F)(F)F (1R,5R)-N-(2-fluoro-5-(2-(2-hydroxyethoxy)-6-morpholinopyridin-4-yl)-4-methylphenyl)-1-(trifluoromethyl)-3-azabicyclo[3.1.0]hexane-3-carboxamide